2-(3-bromophenyl)-2-diazoacetic acid methyl ester COC(C(=[N+]=[N-])C1=CC(=CC=C1)Br)=O